(R)-N-(3-(1,1,2-trifluoro-1-(4-methyl-4H-1,2,4-triazol-3-yl)propan-2-yl)phenyl)-2,3-dihydro-4H-pyrido[3,2-b][1,4]oxazine-4-carboxamide FC([C@](C)(F)C=1C=C(C=CC1)NC(=O)N1C2=C(OCC1)C=CC=N2)(C2=NN=CN2C)F